3-((1-butyl-1H-tetrazol-5-yl)(4-(2,5-dimethylphenyl)piperazin-1-yl)methyl)phenol C(CCC)N1N=NN=C1C(C=1C=C(C=CC1)O)N1CCN(CC1)C1=C(C=CC(=C1)C)C